(3s,4s)-3-(4-fluorophenoxymethyl)-4-methyl-2-[6-methyl-3-(pyrimidin-2-yl)pyridine-2-carbonyl]-2-azabicyclo[3.1.1]heptane FC1=CC=C(OC[C@H]2N(C3CC([C@@H]2C)C3)C(=O)C3=NC(=CC=C3C3=NC=CC=N3)C)C=C1